CC=1NC2=C(C=CC(=C2C1C)N[C@H]1CNCC1)C(=O)N |r| (RS)-2,3-dimethyl-4-(pyrrolidin-3-ylamino)-1H-indole-7-carboxamide